O=C1C(=C2C(=NN1)C(CC2)OC(CC(=O)OCC)C)C(F)(F)F ethyl 3-[[3-oxo-4-(trifluoromethyl)-2,5,6,7-tetrahydrocyclopenta[c]pyridazin-7-yl]oxy]butanoate